[4-(6-Amino-pyridin-3-yl)-piperazin-1-yl]-(4'-trifluoromethyl-biphenyl-4-yl)-methanon NC1=CC=C(C=N1)N1CCN(CC1)C(=O)C1=CC=C(C=C1)C1=CC=C(C=C1)C(F)(F)F